FC1=CC(=C(C=C1)N1CN(C(C2=CC=C(C=C12)C(F)(F)F)=O)C=1C(=NC=CC1)OC)C 1-(4-fluoro-2-methylphenyl)-3-(2-methoxypyridin-3-yl)-7-(trifluoromethyl)-2,3-dihydroquinazolin-4(1H)-one